C(C)N1C2(COC2)CCC(C1)NC(OCCCC)=O butyl (5-ethyl-2-oxa-5-azaspiro[3.5]nonan-7-yl)carbamate